C(C)(C)(C)OC(N[C@@H](C)C=1C=NC(=CC1)Br)=O N-[(1S)-1-(6-bromo-3-pyridinyl)ethyl]carbamic acid tert-butyl ester